(S)-2-((4-(2-((4-chloro-2-fluorobenzyl)oxy)thiazol-4-yl)-3,6-dihydropyridin-1(2H)-yl)methyl)-1-(oxetan-2-ylmethyl)-1H-benzo[d]imidazole-6-carboxylic acid ClC1=CC(=C(COC=2SC=C(N2)C=2CCN(CC2)CC2=NC3=C(N2C[C@H]2OCC2)C=C(C=C3)C(=O)O)C=C1)F